O=C1N(C(C=C1)=O)CCCCCC(=O)N[C@@H](C(C)C)C(=O)O (6-(2,5-dioxo-2,5-dihydro-1H-pyrrol-1-yl)hexanoyl)-Z-valine